N-(adamantan-1-yl)-4,5-dihydro-7-methoxy-2-methyl-5-oxo-4-(1-pentyl)-2H-pyrazolo[4,3-b]pyridin-6-carboxamide C12(CC3CC(CC(C1)C3)C2)NC(=O)C2=C(C=3C(N(C2=O)CCCCC)=CN(N3)C)OC